COC(C1=C(C(=C(C=C1Cl)C(NC1=CC=C(C=C1)OC)=O)N)Cl)=O 3-amino-2,6-dichloro-4-((4-methoxyphenyl)carbamoyl)benzoic acid methyl ester